1-propyl-3-methylpyridine bis(trifluoromethanesulfonimide) [N-](S(=O)(=O)C(F)(F)F)S(=O)(=O)C(F)(F)F.[N-](S(=O)(=O)C(F)(F)F)S(=O)(=O)C(F)(F)F.C(CC)N1CC(=CC=C1)C